N12CC(C(CC1)CC2)N(C(O)=O)[C@H]2CCCC1=CC(=CC=C21)C2=CC(=CC(=C2)F)F.FC(S(=O)(=O)NC2=C(C(=C(C(=C2F)F)F)F)F)(F)F 1,1,1-trifluoro-N-(perfluorophenyl)methanesulfonamide (S)-quinuclidin-3-yl-(6-(3,5-difluorophenyl)-1,2,3,4-tetrahydronaphthalen-1-yl)carbamate